1-((1s,4s)-4-methoxycyclohexyl)-3-methyl-N-(7-methyl-[1,2,4]triazolo[1,5-a]pyridin-6-yl)-1H-pyrazolo[3,4-d]pyrimidin-6-amine COC1CCC(CC1)N1N=C(C=2C1=NC(=NC2)NC=2C(=CC=1N(C2)N=CN1)C)C